6-butyl-5-(2,6-dimethoxyphenyl)-3-[3-(4-fluorophenyl)pyrrolidine-1-carbonyl]pyridine-2,4-diol C(CCC)C1=C(C(=C(C(=N1)O)C(=O)N1CC(CC1)C1=CC=C(C=C1)F)O)C1=C(C=CC=C1OC)OC